NC(C(CCC(=O)OC(C)(C)C)N1C(C2=CC=C(C=C2C1)C=1C(=NN(C1)CC(F)(F)F)C1=CC=CC=C1)=O)=O tert-butyl 5-amino-5-oxo-4-[1-oxo-5-[3-phenyl-1-(2,2,2-trifluoroethyl)pyrazol-4-yl]isoindolin-2-yl]pentanoate